3-[[4-[(2R)-2-(tert-Butoxycarbonylamino)propoxy]-6-(2,6-dimethylphenyl)pyrimidin-2-yl]sulfamoyl]benzoic acid C(C)(C)(C)OC(=O)N[C@@H](COC1=NC(=NC(=C1)C1=C(C=CC=C1C)C)NS(=O)(=O)C=1C=C(C(=O)O)C=CC1)C